tert-butyl 4-((2R,3R)-1-(2-(difluoromethyl)-6-(4-(1-(2-methoxyethyl)-4-methyl-1H-pyrazol-5-yl)piperidin-1-yl)pyrimidin-4-yl)-2-methylazetidin-3-yl)piperazine-1-carboxylate FC(C1=NC(=CC(=N1)N1[C@@H]([C@@H](C1)N1CCN(CC1)C(=O)OC(C)(C)C)C)N1CCC(CC1)C1=C(C=NN1CCOC)C)F